(1R,2R,3S,4R,5S)-4-(5-chloro-7-((2,5-dichlorobenzyl)amino)-3H-imidazo[4,5-b]pyridin-3-yl)bicyclo[3.1.0]hexane ClC1=CC(=C2C(=N1)N(C=N2)[C@@H]2CC[C@@H]1C[C@H]21)NCC2=C(C=CC(=C2)Cl)Cl